CN(C)CC1=NNC(C2=C1N=C(C=C2)C=2C=NN(C2C2=C(C1=C(S2)C=CC=C1)C#N)C)=O 2-(4-(8-((dimethylamino)methyl)-5-oxo-5,6-dihydropyrido[2,3-d]pyridazin-2-yl)-1-methyl-1H-pyrazol-5-yl)benzo[b]thiophene-3-carbonitrile